CN(CCCN1C=2C=CC(=CC2C=2C1=NC=1CCCCC1C2N)C)C 6-(3-(dimethylamino)propyl)-9-methyl-2,3,4,6-tetrahydro-1H-indolo[2,3-b]quinolin-11-amine